C(C)(C)(C)OC(C(CCC(=O)N)C=1C(=NC2=CC=C(C=C2C1)[N+](=O)[O-])C)=O.O=C1OC(C2=CC(=CC=C12)C(=O)OC1=CC=C(C=C1)C1=CC=C(C=C1)OC(=O)C=1C=C2C(OC(C2=CC1)=O)=O)=O 4,4'-bis(1,3-dioxo-1,3-dihydroisobenzofuran-5-ylcarbonyloxy)biphenyl tert-butyl-5-amino-2-(2-methyl-6-nitroquinolin-3-yl)-5-oxopentanoate